C(C)(C)C1=C(NC=2C1=NC(=CC2)N2CCNCC2)C=2C(=C(C=1N(C2)N=CN1)C)C 6-(3-isopropyl-5-(piperazin-1-yl)-1H-pyrrolo[3,2-b]pyridin-2-yl)-7,8-dimethyl-[1,2,4]triazolo[1,5-a]pyridine